C(C)(C)(C)OC(=O)N1C[C@@H](CCC1)N tert-butyl-(R)-3-aminopiperidine-1-carboxylate